pentadeca-4,6,8,12-tetraen-1-ol C(CCC=CC=CC=CCCC=CCC)O